methyl (S)-2-(Boc-amino)-4-bromobutyrate C(=O)(OC(C)(C)C)N[C@H](C(=O)OC)CCBr